[Li+].FC(C(=O)[O-])(C(=O)[O-])F.[Li+] (difluoromalonate) lithium